CC1(OB(OC1(C)C)C1=CC=C(OCCN)C=C1)C 2-[p-(4,4,5,5-tetramethyl-1,3,2-dioxaborolan-2-yl)phenoxy]ethylamine